2-fluoro-5-((6-fluoro-4-((methylsulfonyl)methyl)-1-(phenylsulfonyl)-1H-indol-5-yl)oxy)benzonitrile FC1=C(C#N)C=C(C=C1)OC=1C(=C2C=CN(C2=CC1F)S(=O)(=O)C1=CC=CC=C1)CS(=O)(=O)C